(5'S,7a'R)-5'-(3,5-difluorophenyl)-1-[5-(pyridin-2-yl)-1,3,4-thiadiazole-2-carbonyl]tetrahydro-3'H-spiro[piperidine-4,2'-pyrrolo[2,1-b][1,3]oxazol]-3'-one FC=1C=C(C=C(C1)F)[C@@H]1CC[C@H]2OC3(C(N21)=O)CCN(CC3)C(=O)C=3SC(=NN3)C3=NC=CC=C3